1-methyl-4-oxo-1,4-dihydro-1,8-naphthyridine-3-carboxylic acid ethyl ester C(C)OC(=O)C1=CN(C2=NC=CC=C2C1=O)C